N-(2-aminoethyl)-N'-(2-piperazinoethyl)-ethylenediamine NCCNCCNCCN1CCNCC1